C1(CC1)C1=CC(=NN1)NC1=NC(=NC=C1)N(C1CCC(CC1)NC(OC1=CC=CC=C1)=O)C phenyl ((1R,4R)-4-((4-((5-cyclopropyl-1H-pyrazol-3-yl)amino)pyrimidin-2-yl)(methyl)amino)cyclohexyl)carbamate